C(C)OC(=O)N1N(C=C(C1)C(=O)OCC)C1=C(C=C(C=C1)Br)[N+](=O)[O-] 1-(4-bromo-2-nitrophenyl)-1H-pyrazole-2,4-dicarboxylic acid diethyl ester